C(C)N1C(=NC=C1)CN1N=CC(=C1)CNC1=NC=2N([C@H](C(NC2C(=N1)C)=O)C)C (7S)-2-(((1-((1-ethyl-1H-imidazol-2-yl)methyl)-1H-pyrazol-4-yl)methyl)amino)-4,7,8-trimethyl-7,8-dihydropteridin-6(5H)-one